COC(C1=C(CNCC(=O)NC=2C=C3CC4(C(NC5=NC=CC=C54)=O)CC3=CC2)C=CC=C1)OC 2-((2-(Dimethoxymethyl)benzyl)amino)-N-(2'-oxo-1,1',2',3-tetrahydrospiro[indene-2,3'-pyrrolo[2,3-b]pyridin]-5-yl)acetamide